O1CCCCCCCCCC\C=C/CCC1 (Z)-oxacyclohexadec-12-en